ClC=1C=CC=C2[C@H](CCOC12)NC(=O)NC=1N=C(SC1)C1=CC=C(C=C1)C#N [(4S)-8-chlorochroman-4-yl]-3-[2-(4-cyanophenyl)thiazol-4-yl]urea